C(C)C1CS(C2=C(N(C1)C1=CC=CC=C1)C=C(C(=C2)OC)I)(=O)=O 3-ethyl-7-iodo-8-methoxy-5-phenyl-2,3,4,5-tetrahydro-1,5-benzothiazepine 1,1-dioxide